chloro(2-dicyclohexylphosphino-2',6'-dimethoxy-1,1'-biphenylyl)(2'-amino-1,1'-biphenyl-2-yl)palladium (II) Cl[Pd-](C1=C(C=CC=C1)C1=C(C=CC=C1)N)C=1C(=C(C=CC1)C1=C(C=CC=C1OC)OC)P(C1CCCCC1)C1CCCCC1